C(CC)OCC(C(=O)OCCCCC)C(C)(C)C pentyl 2-propoxymethyl-3,3-dimethylbutyrate